5-(6-methoxypyrimidin-4-yl)-2-{3-[(3R,5S)-3-methyl-5-(propan-2-yl)piperazin-1-yl]-1,2,4-triazin-6-yl}phenol COC1=CC(=NC=N1)C=1C=CC(=C(C1)O)C1=CN=C(N=N1)N1C[C@H](N[C@H](C1)C(C)C)C